CC1CC=NC2=CC=CN=C12 4-methyl-3,4-dihydro-1,5-naphthyridin